(R)-N-((3-chloro-2,4-difluorophenyl)(5-chloro-6-(trifluoromethyl)pyridin-3-yl)methylene)-2-methylpropane-2-sulfinamide ClC=1C(=C(C=CC1F)C(=N[S@](=O)C(C)(C)C)C=1C=NC(=C(C1)Cl)C(F)(F)F)F